NCC(CN1C=C2C(N(CCC2=C1)CC)=O)=CF 2-(2-(aminomethyl)-3-fluoroallyl)-5-ethyl-2,5,6,7-tetrahydro-4H-pyrrolo[3,4-c]pyridin-4-one